(2S)-1-[2-[(2S)-2-[4-[5-[tert-butyl(dimethyl)silyl]oxy-1-tetrahydropyran-2-yl-indazol-3-yl]pyrazol-1-yl]propoxy]ethoxy]propan-2-ol [Si](C)(C)(C(C)(C)C)OC=1C=C2C(=NN(C2=CC1)C1OCCCC1)C=1C=NN(C1)[C@H](COCCOC[C@H](C)O)C